C(CCCCCCCCCCCCCCCCC)C(C1=C(C(=CC(=C1)C(C)(C)C)C(C)(C)C)O)(C(C(=O)O)(C(=O)O)CC1=C(C(=CC(=C1)C(C)(C)C)C(C)(C)C)O)CCCCCCCCCCCCCCCCCC.ClC1=C(C=NC2=NC(=CC=C12)OC)CO (4-Chloro-7-methoxy-1,8-naphthyridin-3-yl)methanol Dioctadecyl-2,2-bis(3,5-di-tert-butyl-2-hydroxybenzyl)malonat